platinum (2+) dimethylphosphinate CP([O-])(=O)C.[Pt+2].CP([O-])(=O)C